[Tm].[Al].[Ge] germanium aluminum thulium